CC(C(=O)C1=CC=C(C=C1)SC)(C)N1CCOCC1 2-methyl-4'-(methylthio)-2-morpholinyl-propiophenone